3-[(4-methoxyphenyl)methyl]Urea COC1=CC=C(C=C1)CNC(N)=O